(4-((6-amino-2-oxo-benzo[d]oxazol-3(2H)-yl)methyl)-5-methylpyridin-2-yl)-3,5-dimethylbenzonitrile NC1=CC2=C(N(C(O2)=O)CC2=CC(=NC=C2C)C2=C(C#N)C=C(C=C2C)C)C=C1